FC(C)(F)C1=NC(=CC(=N1)NC1=CC(=NC=C1C1=NC=2N(C=C1)N=CC2)NC(C)=O)C N-(4-((2-(1,1-difluoroethyl)-6-methylpyrimidin-4-yl)amino)-5-(pyrazolo[1,5-a]pyrimidin-5-yl)pyridin-2-yl)acetamide